IC1=C(C(=C)C2=CC=CC=C2)C=CC=C1 2-iodo-α-phenylstyrene